salicylic acid phosphite chloride [Cl-].P([O-])([O-])[O-].C(C=1C(O)=CC=CC1)(=O)O